[Si](C1=CC=CC=C1)(C1=CC=CC=C1)(C(C)(C)C)OC1C[C@H]2C([C@H]2C1)C(CC(C(F)(F)F)=O)=O 1-((1R,5S,6r)-3-((tert-Butyldiphenylsilyl)oxy)bicyclo[3.1.0]hexan-6-yl)-4,4,4-trifluorobutane-1,3-dione